2-hydroxy-6-methyl-1-naphthaldehyde OC1=C(C2=CC=C(C=C2C=C1)C)C=O